myristyl-gamma-picolinium (3S,4S)-tert-butyl-3-((6-(7-(2,2-difluoroethoxy)imidazo[1,2-b]pyridazin-3-yl)-3,5-difluoropyridin-2-yl)amino)-4-fluoropyrrolidine-1-carboxylate C(C)(C)(C)OC(=O)N1C[C@@H]([C@H](C1)F)NC1=NC(=C(C=C1F)F)C1=CN=C2N1N=CC(=C2)OCC(F)F.C(CCCCCCCCCCCCC)[N+]2=CC=C(C=C2)C